7-chloro-2,4-dimethyl-2-(1-(2,2,2-trifluoroethyl)piperidin-4-yl)benzo[d][1,3]dioxole-5-carboxylic acid ClC1=CC(=C(C2=C1OC(O2)(C2CCN(CC2)CC(F)(F)F)C)C)C(=O)O